CC1=CC(=NN1)CCC 1-(5-methyl-1H-pyrazol-3-yl)propan